N-(2-fluoro-4-methoxy-5-nitrophenyl)methanesulfonamide FC1=C(C=C(C(=C1)OC)[N+](=O)[O-])NS(=O)(=O)C